(S)-3-(4-(((S)-7-(p-tolyl)-2,3-dihydrobenzo[b][1,4]dioxin-2-yl)methoxy)phenyl)-4-hexynoic acid C1(=CC=C(C=C1)C=1C=CC2=C(O[C@H](CO2)COC2=CC=C(C=C2)[C@H](CC(=O)O)C#CC)C1)C